Cl.Cl.N1(C[C@H](CCC1)C1CCNCC1)C1CC(C1)(C(=O)O)C (1R,3r)-3-((R)-[3,4'-bipiperidin]-1-yl)-1-methylcyclobutane-1-carboxylic acid dihydrochloride